FC1=CC=C(C=C1)C1CC(=NN1C=1SC=C(N1)C)C1=C(C=CC=C1)OC 2-(5-(4-fluorophenyl)-3-(2-methoxyphenyl)-4,5-dihydro-1H-pyrazol-1-yl)-4-methylthiazole